C(C)(C)(C)OC(=O)N1C[C@@H](N(CC1)C1=CC=NC2=CC=C(C=C12)C=1C=NC(=C(C1)[N+](=O)[O-])OC)C (S)-4-(6-(6-methoxy-5-nitropyridin-3-yl)quinoline-4-yl)-3-methylpiperazine-1-carboxylic acid tert-butyl ester